5-(5-chloropyrimidin-2-yl)oxy-2,3-dimethyl-4-(4,4,4-trifluorobutyl)quinoline ClC=1C=NC(=NC1)OC1=C2C(=C(C(=NC2=CC=C1)C)C)CCCC(F)(F)F